tert-Butyl 4-{[4-amino-6-formyl-5-(7-methoxy-5-methyl-1-benzothiophen-2-yl)pyrrolo[2,1-f][1,2,4]-triazin-7-yl]methyl}piperazine-1-carboxylate NC1=NC=NN2C1=C(C(=C2CN2CCN(CC2)C(=O)OC(C)(C)C)C=O)C=2SC1=C(C2)C=C(C=C1OC)C